N-(2,6-difluoro-4-(1H-1,2,3-triazol-4-yl)phenyl)-4-hydroxy-2-(isopropylsulfanyl)-6-oxo-1,6-dihydropyrimidine-5-carboxamide FC1=C(C(=CC(=C1)C=1N=NNC1)F)NC(=O)C1=C(N=C(NC1=O)SC(C)C)O